OCC(=O)N1CCN(CC1)C1=CC=C(C=C1)B1OC(C(O1)(C)C)(C)C hydroxy-1-(4-(4-(4,4,5,5-tetramethyl-1,3,2-dioxaborolan-2-yl)phenyl)piperazin-1-yl)ethan-1-one